C(C)OC(C[C@@H](C=1C=NC=C(C1)C1=CC=CC=C1)NC(=O)NC=1C(N(C=CC1O)C)=O)=O (S)-3-(3-(4-hydroxy-1-methyl-2-oxo-1,2-dihydropyridin-3-yl)ureido)-3-(5-phenylpyridin-3-yl)propionic acid ethyl ester